pyrrolidinoethoxide N1(CCCC1)C([O-])C